1-(4-chloro-3-(trifluoromethyl)phenyl)-3-(3-fluoro-4-((2-(methylamino)-8,9-dihydroimidazo[1',2':1,6]pyrido[2,3-d]pyrimidin-6-yl)oxy)phenyl)urea ClC1=C(C=C(C=C1)NC(=O)NC1=CC(=C(C=C1)OC1=CC2=C(N=C(N=C2)NC)N2C1=NCC2)F)C(F)(F)F